BrC1=NC(=CC2=C1N=CN(C2=O)[C@H](C)C2=CC=C(C=C2)OC)Cl (R)-8-bromo-6-chloro-3-(1-(4-methoxyphenyl)ethyl)pyrido[3,4-d]pyrimidin-4(3H)-one